NC(C(C(=O)OCC)O)CC1CC1 ethyl 3-amino-4-cyclopropyl-2-hydroxybutanoate